lysine ethyl ester dicarbamate C(N)(O)=O.C(N)(O)=O.C(C)OC([C@@H](N)CCCCN)=O